7-chloro-5-(methylthio)-3H-[1,2,3]triazolo[4,5-d]pyrimidine ClC=1C2=C(N=C(N1)SC)NN=N2